2-(1-((2-methyl-6-(1-methyl-5-(((4-propylpyrimidin-2-yl)oxy)methyl)-1H-1,2,3-triazol-4-yl)pyridin-3-yl)ethynyl)cyclopropyl)acetic acid CC1=NC(=CC=C1C#CC1(CC1)CC(=O)O)C=1N=NN(C1COC1=NC=CC(=N1)CCC)C